4-(5-chlorothiophene-2-carbonyl)piperazine-1-carboxylic acid tert-butyl ester C(C)(C)(C)OC(=O)N1CCN(CC1)C(=O)C=1SC(=CC1)Cl